(6-{7-[2-(1-methyl-1H-imidazol-2-yl)-ethoxy]-imidazo[1,2-a]pyridin-3-yl}-pyrimidin-4-yl)-[4-(1-methyl-1H-pyrazol-4-yl)-benzyl]-amine CN1C(=NC=C1)CCOC1=CC=2N(C=C1)C(=CN2)C2=CC(=NC=N2)NCC2=CC=C(C=C2)C=2C=NN(C2)C